2-((4-ethyl-2-(trifluoromethyl)pyrimidin-5-yl)sulfonyl)-2,6-diazaspiro[3.3]heptane C(C)C1=NC(=NC=C1S(=O)(=O)N1CC2(C1)CNC2)C(F)(F)F